2-((2R,5S)-2-(2-(3-(dimethylamino)cyclobutyl)benzo[d]thiazol-5-yl)-5-methylpiperidin-1-yl)-2-oxo-N-(1-((2-(trimethylsilyl)ethoxy)methyl)-1H-pyrazolo[4,3-c]pyridin-7-yl)acetamide CN(C1CC(C1)C=1SC2=C(N1)C=C(C=C2)[C@@H]2N(C[C@H](CC2)C)C(C(=O)NC=2C1=C(C=NC2)C=NN1COCC[Si](C)(C)C)=O)C